2-{6-[(5,5-dimethyl-4-azaspiro[2.5]oct-7-yl)oxy]pyridazin-3-yl}-5-(1H-pyrazol-4-yl)pyridin-3-ol dihydrochloride Cl.Cl.CC1(NC2(CC2)CC(C1)OC1=CC=C(N=N1)C1=NC=C(C=C1O)C=1C=NNC1)C